N-(3,3-diphenylallyl)-1-phenylcyclohexan-1-amine C1(=CC=CC=C1)C(=CCNC1(CCCCC1)C1=CC=CC=C1)C1=CC=CC=C1